BrC1=CC(=C(CCN)C=C1OC)OC 4-BROMo-2,5-DIMETHOXYPHENETHYLAMIN